isobutyl-quinoxalinone C(C(C)C)C=1C(NC2=CC=CC=C2N1)=O